2-(4-(4-(dimethylamino)benzyl)piperazine-1-carbonyl)-N-(3-(4-(dimethylamino)phenyl)propyl)-5-fluorobenzamide CN(C1=CC=C(CN2CCN(CC2)C(=O)C2=C(C(=O)NCCCC3=CC=C(C=C3)N(C)C)C=C(C=C2)F)C=C1)C